(2S,5R)-N-(2-(4-fluoroisoquinolin-1-yl)propan-2-yl)-5-(hydroxymethyl)morpholine-2-carboxamide fumarate C(\C=C\C(=O)O)(=O)O.FC1=CN=C(C2=CC=CC=C12)C(C)(C)NC(=O)[C@@H]1CN[C@@H](CO1)CO